(R)-2-(2-chlorophenyl) ethylene oxide ClC1=C(C=CC=C1)[C@@H]1CO1